zinc-antimony-iron-cobalt-nickel [Ni].[Co].[Fe].[Sb].[Zn]